methyl-(S)-2-aminopent-4-en-1-ol C[C@@H](C(CC=C)N)O